CNC(C)C(CC)C methyl-(3-methylpent-2-yl)amine